COC(=O)C1=CC2=CN(N=C2C=C1OC)[C@@H]1[C@@H](C[C@@H](CC1)N(C(C)=O)C)C |&1:18| rac-6-methoxy-2-((1s,2r)-2-methyl-4-(N-methylacetamido)cyclohexyl)-2H-indazole-5-carboxylic acid methyl ester